ClC1=NC=2N(C(=C1)C=1C=NC(=CC1)C(F)(F)F)N=C(C2C2=CC=C(C=C2)Cl)C2=C(C=CC=C2)Cl 5-chloro-2-(2-chlorophenyl)-3-(4-chlorophenyl)-7-[6-(trifluoromethyl)-3-pyridinyl]pyrazolo[1,5-a]pyrimidine